C1=CC(=C[N+](=C1)[C@H]2[C@@H]([C@@H]([C@H](O2)COP(=O)(O)[O-])O)O)C(=O)N The molecule is a nicotinamide mononucleotide. It has a role as an Escherichia coli metabolite and a mouse metabolite. It is a conjugate base of a NMN(+). It is a conjugate acid of a NMN(-).